FC(C(=O)C1=CC=CC=C1)C1=CC=C(C=C1)C 2-fluoro-1-phenyl-2-(p-tolyl)ethanone